SCC#CC=1N([C@H]2C[C@H](O)[C@@H](CO)O2)C=2N=C(NC(C2N1)=O)N 8-(3-mercaptopropynyl)-deoxyguanosine